2,8-dicyanononen C(#N)C(=C)CCCCCC(C)C#N